CC1=C(C=CC=C1C)C(C)N1C=NC=C1C(=O)OCC ethyl 1-(1-(2,3-dimethylphenyl) ethyl)-1H-imidazole-5-carboxylate